N-(3-chloro-2-fluorophenyl)-9-(1-isopropyl-1,2,3,6-tetrahydropyridin-4-yl)-1-methyl-6,7-dihydro-5H-benzo[c][1,2,3]triazolo[1,5-a]azepin-7-amine ClC=1C(=C(C=CC1)NC1C2=C(C=3N(CC1)N=NC3C)C=CC(=C2)C=2CCN(CC2)C(C)C)F